8-bromo-6-hydroxy-2,3-dimethyl-4H-pyrido[1,2-a]pyrimidin-4-one BrC1=CC=2N(C(C(=C(N2)C)C)=O)C(=C1)O